4-(3-methyl-5-(4-(1-methylpiperidin-4-yl)piperazin-1-yl)-1H-indol-2-yl)-1H-pyrrolo[2,3-b]pyridine CC1=C(NC2=CC=C(C=C12)N1CCN(CC1)C1CCN(CC1)C)C1=C2C(=NC=C1)NC=C2